1-ethoxy-2-ethynylbenzene C(C)OC1=C(C=CC=C1)C#C